C1(CC1)C(C)N1C(C=2C(=NC(=CC2C1)C1=C(N=C(S1)NC(C)=O)C)N1CC(OCC1)COC)=O N-(5-(2-(1-cyclopropylethyl)-4-(2-(methoxymethyl)morpholino)-3-oxo-2,3-dihydro-1H-pyrrolo[3,4-c]pyridin-6-yl)-4-methylthiazol-2-yl)acetamide